[Na+].C(CCCCCCCCCCCCCCCCC)(=O)OC[C@@H](OC(CCCCCCCCCCCCCCCCC)=O)COP(=O)(O)OC[C@H](N)C(=O)[O-] 1,2-distearoyl-sn-glycero-3-phosphoserine sodium salt